(2R,3R,4R)-1,1-bis(4-aminopyrrolo[2,1-f][1,2,4]triazin-7-yl)-2,3,5-tribenzyloxypentane-1,4-diol NC1=NC=NN2C1=CC=C2C([C@@H]([C@@H]([C@@H](COCC2=CC=CC=C2)O)OCC2=CC=CC=C2)OCC2=CC=CC=C2)(O)C2=CC=C1C(=NC=NN12)N